(2R)-4-[(2R)-3-(3,4-dihydro-1H-isoquinolin-2-yl)-2-hydroxy-propyl]-2-methyl-8-[(3S)-pyrrolidin-3-yl]oxy-2,3-dihydro-1,4-benzoxazepin-5-one dihydrochloride Cl.Cl.C1N(CCC2=CC=CC=C12)C[C@H](CN1C[C@H](OC2=C(C1=O)C=CC(=C2)O[C@@H]2CNCC2)C)O